C(=O)=C1NC2=CC=CC=3C2=C1C=CC3N3N=CC(=C3C(F)(F)F)C(=O)NC3=CC(=NC=C3)C(F)(F)F 1-(2-carbonyl-1,2-dihydrobenzo[cd]indol-5-yl)-5-trifluoromethyl-N-(2-Trifluoromethylpyridin-4-yl)-1H-pyrazole-4-carboxamide